(2S,3R)-3-hydroxypyrrolidine-1,2-dicarboxylic acid 1-tert-butyl 2-methyl ester COC(=O)[C@H]1N(CC[C@H]1O)C(=O)OC(C)(C)C